ClC1=C(C=CC(=C1)O)N=C(N)C1=C(C=2N(N=C1)C=C(C2)C=2C=NC(=CC2)OC)NC2C1CC3CC(CC2C3)(C1)O N'-(2-chloro-4-hydroxy-phenyl)-4-[(5-hydroxy-2-adamantyl)amino]-6-(6-methoxy-3-pyridyl)pyrrolo[1,2-b]pyridazine-3-carboxamidine